4,6-dimethyl-1,3-benzenediamine CC1=C(C=C(C(=C1)C)N)N